4-[(2-{4-[5-chloro-2-(1,3-oxazol-5-yl)phenyl]-5-methoxy-2-oxopyridin-1(2H)-yl}-3-[(2S)-tetrahydro-2H-pyran-2-yl]propionyl)amino]benzoic acid tert-butyl ester C(C)(C)(C)OC(C1=CC=C(C=C1)NC(C(C[C@H]1OCCCC1)N1C(C=C(C(=C1)OC)C1=C(C=CC(=C1)Cl)C1=CN=CO1)=O)=O)=O